tert-butyl 6-(1-benzyloxycarbonyl-3,6-dihydro-2H-pyridin-5-yl)-3-methyl-3,4-dihydro-2H-pyridine-1-carboxylate C(C1=CC=CC=C1)OC(=O)N1CCC=C(C1)C1=CCC(CN1C(=O)OC(C)(C)C)C